ClC1=CC=C(C(=C1C=O)F)F 6-chloro-2,3-difluoro-benzaldehyde